2-(3-(((4-(2-((6-(isoxazol-4-yl)-1H-indazol-4-yl)amino)ethoxy)butyl)amino)methyl)-5-(trifluoromethoxy)phenoxy)ethanol O1N=CC(=C1)C1=CC(=C2C=NNC2=C1)NCCOCCCCNCC=1C=C(OCCO)C=C(C1)OC(F)(F)F